2-((+-)-8-(tert-butoxycarbonyl)-2-oxo-8-azabicyclo[3.2.1]oct-3-yl)-2-morpholinoacetic acid, morpholinium salt [NH2+]1CCOCC1.C(C)(C)(C)OC(=O)N1C2C(C(CC1CC2)C(C(=O)[O-])N2CCOCC2)=O